4,6-di-O-acetyl-2-deoxy-2-Trifluoroacetylamino-β-D-glucopyranose C(C)(=O)O[C@H]1[C@@H]([C@H]([C@H](O)O[C@@H]1COC(C)=O)NC(C(F)(F)F)=O)O